water Bisulfite S(O)(O)=O.O